C(#N)C1=CC=C(C(=N1)F)N1CCN(CC1)CC1=CC(=NC=C1)NC(=O)NCC 1-(4-((4-(6-cyano-2-fluoropyridin-3-yl)piperazin-1-yl)methyl)pyridin-2-yl)-3-ethylurea